BrC=1C=C(C=CC1)C(C(=O)OC)C1CCCC1 methyl 2-(3-bromophenyl)-2-cyclopentylacetate